(2,6-diazaspiro[3.4]oct-6-yl)-1-methyl-2-oxo-1,2-dihydroquinoline-3-carbonitrile C1NCC12CN(CC2)C2=C(C(N(C1=CC=CC=C21)C)=O)C#N